C1(CC1)N1N=CC(=C1)[C@@H]1O[C@@H](CN(C1)C=1N=C(C=2N=C(N(C(C2N1)=O)C)C)C1=C(C=C(C=C1)F)F)C 6-((2S,6R)-2-(1-cyclopropyl-1H-pyrazol-4-yl)-6-methylmorpholino)-8-(2,4-difluorophenyl)-2,3-dimethylpyrimido[5,4-d]pyrimidin-4(3H)-one